C(C1=CC=CC=C1)OC1=C2CC(N(C2=CC=C1)C1=CC(=C(C=C1)F)C)=O 4-benzyloxy-1-(4-fluoro-3-methyl-phenyl)-2-oxo-indolin